2-(1-pyrrolidinyl)cyclohexanamine N1(CCCC1)C1C(CCCC1)N